(isopropyl-d7)(benzofuropyridinyl)pyridine C(C([2H])([2H])[2H])(C([2H])([2H])C=1C(=NC=CC1)C1=NC2=C(C=C1)OC1=C2C=CC=C1)([2H])[2H]